P-Menthene-8-Thiol CC1=CCC(CC1)C(C)(C)S